3-(6-hydroxy-5-(trifluoromethyl)pyridin-3-yl)-1-(4-(5-(trifluoromethyl)pyrimidin-2-yl)piperazine-1-yl)prop-2-en-1-one OC1=C(C=C(C=N1)C=CC(=O)N1CCN(CC1)C1=NC=C(C=N1)C(F)(F)F)C(F)(F)F